ClC1=CC(=C(C=C1OC)NC(=O)C1=CC2=CC=CC=C2C=C1O)OC N-(4-chloro-2,5-dimethoxyphenyl)-3-hydroxy-2-naphthoyl-amine